COC1=CC=C(C=C1)CNC1CC(NC1)C(=O)NCCC1=CC=C(C=C1)C(NC)=O 4-{[(4-methoxyphenyl)methyl]Amino}-N-{2-[4-(methylcarbamoyl)phenyl]Ethyl}pyrrolidine-2-carboxamide